The molecule is an oxylipin that is [(1S)-3-oxocyclopentyl]acetic acid substituted by a (2Z)-pent-2-en-1-yl group at position 2 on the cyclopentanone ring. It has a role as a member of jasmonates and a plant metabolite. It is an oxo carboxylic acid and an oxylipin. It is a conjugate acid of a (+)-7-isojasmonate. CC/C=C\\C[C@H]1[C@H](CCC1=O)CC(=O)O